N1(CCOCC1)C(=O)C1=CC=C(C(=O)OC2CN(C2)C=2N=C(C3=C(N2)CC[S+]3[O-])N(C3CCOCC3)C)C=C1 [1-[4-[methyl(tetrahydropyran-4-yl)amino]-5-oxido-6,7-dihydrothieno[3,2-d]pyrimidin-5-ium-2-yl]azetidin-3-yl] 4-(morpholine-4-carbonyl)benzoate